3-butenyl-phosphine dibromide [Br-].[Br-].C(CC=C)P